4-cyclopropylnicotinic acid methyl ester COC(C1=CN=CC=C1C1CC1)=O